CC1=NC2=CC=C(C=C2C=C1N1CCN(CC1)CC=1C=CC=2C3=C(C(NC2C1)=O)C=CS3)C(NC)=O 7-((4-(2-methyl-6-(methylcarbamoyl)quinolin-3-yl)piperazin-1-yl)methyl)thieno[3,2-c]quinoline-4(5H)-one